C1(=CC=CC=C1)C(C1=CC=CC=C1)=NC(C(=O)OCC)CCCC(F)(F)F Ethyl 2-(diphenylmethyleneamino)-6,6,6-trifluorohexanoate